FC=1C=CC(=NC1)[C@H](C)N1N=C(C2=C1N=C(NC2=O)[C@@H]2[C@H](CC2)C2=NC=CC=N2)C#N 1-((S)-1-(5-fluoropyridin-2-yl)ethyl)-4-oxo-6-((1S,2S)-2-(pyrimidin-2-yl)cyclobutyl)-4,5-dihydro-1H-pyrazolo[3,4-d]pyrimidine-3-carbonitrile